5-chloro-3-bromo-2-fluorobenzene ClC=1C=C(C(=CC1)F)Br